3-Chloro-4-methoxy-6-(1-(piperidin-4-yl)-1H-pyrazol-4-yl)pyrazolo[1,5-a]pyridine ClC=1C=NN2C1C(=CC(=C2)C=2C=NN(C2)C2CCNCC2)OC